OC=1C=C(O[C@@H]2O[C@@H]([C@H]([C@@H]([C@H]2O)O)O)CO)C=C(C1)\C=C\C1=CC=C(C=C1)O (2S,3R,4S,5S,6R)-2-(3-hydroxy-5-((E)-4-hydroxystyryl)phenoxy)-6-(hydroxymethyl)tetrahydro-2H-pyran-3,4,5-triol